(4-chloro-2-fluoro-3-formylphenyl)boronic acid ClC1=C(C(=C(C=C1)B(O)O)F)C=O